NC1=C(C=CC=C1)NC(C1=CC=C(C=C1)\C=C\C(=O)NCC1CCN(CC1)CC1=CC=CC=C1)=O (E)-N-(2-aminophenyl)-4-(3-(((1-benzylpiperidin-4-yl)methyl)amino)-3-oxoprop-1-en-1-yl)benzamide